[2H]C=1C(=C(C(=C(C1)[C@H]1[C@H](O[C@]([C@H]1C)(C(F)(F)F)C)C(=O)NC1=CC(=NC=C1)C(=O)N)OC)F)F 4-[[(2S,3S,4S,5R)-3-(5-Deuterio-3,4-difluoro-2-methoxyphenyl)-4,5-dimethyl-5-(trifluoromethyl)tetrahydrofuran-2-carbonyl]amino]pyridin-2-carboxamid